6-bromo-1-((2-(trimethylsilyl)ethoxy)methyl)-1H-pyrazolo[4,3-b]pyridine BrC=1C=C2C(=NC1)C=NN2COCC[Si](C)(C)C